ClC1=NC=CC(=N1)C1(C(C=CC=C1)N)N 1-(2-chloropyrimidin-4-yl)benzene-1,2-diamine